The molecule is an ammonium ion that results from the protonation of the dimethyl-substituted nitrogen of promethazine. It is a conjugate acid of a promethazine. CC(CN1C2=CC=CC=C2SC3=CC=CC=C31)[NH+](C)C